2-amino-N-(1-cyanocyclobutyl)-5-{2-[(1S)-1-cyclopropylethyl]-7-methanesulfonamido-1-oxo-2,3-dihydro-1H-isoindol-5-yl}pyrazolo[1,5-a]pyrimidine-3-carboxamide NC1=NN2C(N=C(C=C2)C=2C=C3CN(C(C3=C(C2)NS(=O)(=O)C)=O)[C@@H](C)C2CC2)=C1C(=O)NC1(CCC1)C#N